(R)-3-(1-((6-bromo-7-methoxy-2-methyl-quinazolin-4-yl)amino)ethyl)-2-methylbenzonitrile BrC=1C=C2C(=NC(=NC2=CC1OC)C)N[C@H](C)C=1C(=C(C#N)C=CC1)C